C1NCC2=CC(=CC=C12)NC(=O)C1=CC2=C(OCCC3=C2SC=C3)C=C1C=1C(=NC(=CC1)C(NCCC)=O)C(=O)OC methyl 3-(9-(isoindolin-5-ylcarbamoyl)-4,5-dihydrobenzo[b]thieno[2,3-d]oxepin-8-yl)-6-(propylcarbamoyl)picolinate